NC=1C=NN(C1C1=CC(=NC=C1)[C@@H](CC=C)NC(OC(C)(C)C)=O)C(F)F (R)-tert-butyl (1-(4-(4-amino-1-(difluoromethyl)-1H-pyrazol-5-yl)pyridin-2-yl)but-3-en-1-yl)carbamate